6-[2-cyano-3-[[ethyl(methyl)sulfamoyl]amino]-6-fluoro-phenoxy]-3-[1-methyl-3-(4-piperidyl)propyl]-4-oxo-quinazoline C(#N)C1=C(OC=2C=C3C(N(C=NC3=CC2)C(CCC2CCNCC2)C)=O)C(=CC=C1NS(N(C)CC)(=O)=O)F